tert-butyl (1R,5S)-3-(7-chloro-8-fluoro-2-((hexahydroindolizin-8a(1H)-yl)methoxy)pyrido[4,3-d]pyrimidin-4-yl)-3,8-diazabicyclo[3.2.1]octane-8-carboxylate ClC1=C(C=2N=C(N=C(C2C=N1)N1C[C@H]2CC[C@@H](C1)N2C(=O)OC(C)(C)C)OCC21CCCCN1CCC2)F